4-(4-((3-nitrophenyl)sulfonyl)-3,4-dihydro-2H-pyrido[4,3-b][1,4]thiazin-8-yl)benzonitrile [N+](=O)([O-])C=1C=C(C=CC1)S(=O)(=O)N1C2=C(SCC1)C(=CN=C2)C2=CC=C(C#N)C=C2